3,3,3-Trifluoroprop-1-en-2-yl 3-(3-(3-fluorophenyl)-1H-indazol-1-yl)-2,2-dimethylpropanoate FC=1C=C(C=CC1)C1=NN(C2=CC=CC=C12)CC(C(=O)OC(=C)C(F)(F)F)(C)C